(6-Cyclopropylimidazo[1,2-a]pyrimidin-2-yl)[(3R,3'R)-3'-hydroxy-1,4-dihydro-1'H,2H-spiro-[isochinolin-3,4'-piperidin]-1'-yl]methanon C1(CC1)C=1C=NC=2N(C1)C=C(N2)C(=O)N2C[C@H]([C@@]1(CC2)NCC2=CC=CC=C2C1)O